Bis-boric acid B(B(O)O)(O)O